N1CC(C1)N1N=C(C=C1)Br 1-(azetidin-3-yl)-3-bromo-1H-pyrazole